ClC=1C=CC=2N(C(N=C(C2N1)N1[C@H](CN([C@@H](C1)COC)C(C)C1=CC=C(C=C1)C(F)(F)F)C)=O)C 6-chloro-4-((2S,5S)-5-(methoxymethyl)-2-methyl-4-(1-(4-(trifluoromethyl)phenyl)ethyl)piperazin-1-yl)-1-methylpyrido[3,2-d]pyrimidin-2(1H)-one